C(C1=CC=CO1)=C(C(=O)O)CC(=O)C Furfurylidenelevulinic acid